O1COC2=C1C=CC=C2NC2=NC(=NC(=C2)CN(C)CC2=CC=CC=C2)N N4-(Benzo[d][1,3]dioxol-4-yl)-6-((benzyl(methyl)amino)methyl)pyrimidine-2,4-diamine